C1(CC1)C(=O)NC1=NC=C(C(=O)N)C(=C1)NC1=C(C(=CC=C1)C=1C=NN(C1)C1CC2(CC1OC)CCCC2)OC 6-(cyclopropanecarboxamido)-4-((2-methoxy-3-(1-(3-methoxyspiro[4.4]nonan-2-yl)-1H-pyrazol-4-yl)phenyl)amino)nicotinamide